C(C1=CC=CC=C1)N1C[C@]23N(C=4N(C(N=C(C4)OCC4=CC(=C(C=C4)OC4=CC(=NC=C4)C(F)(F)F)F)=O)C2)C[C@@H]1C3 (3S,11aS)-2-benzyl-7-((3-fluoro-4-((2-(tri-fluoromethyl)pyridin-4-yl)oxy)benzyl)oxy)-1,2,3,4-tetrahydro-9H,11H-3,11a-methano-pyrazino[1',2':3,4]imidazo[1,2-c]pyrimidin-9-one